1,3-Dimethyltetrahydropyrimidin-2(1H)-one CN1C(N(CCC1)C)=O